FC=1C=C(C=NC1)C1=NC(=C2N=CN(C2=N1)C(C)C)N 2-(5-fluoro-3-pyridinyl)-9-isopropyl-purin-6-amine